IC1=NNC2=NC=NC(=C21)N 3-iodo-pyrazolo[3,4-d]pyrimidin-4-amine